ClC1=C(C=CC=C1F)C=1C(N(C(N(C1)CC(=O)O)=O)CCOC)=O [5-(2-Chloro-3-fluoro-phenyl)-3-(2-methoxy-ethyl)-2,4-dioxo-3,4-dihydro-2H-pyrimidin-1-yl]-acetic acid